(S)-4-(7-fluoro-imidazo[1,2-a]pyridin-3-yl)-7-((6-(piperazin-1-yl)-5-(tetrahydrofuran-3-yl)pyridin-2-yl)amino)isoindolin-1-one FC1=CC=2N(C=C1)C(=CN2)C2=C1CNC(C1=C(C=C2)NC2=NC(=C(C=C2)[C@H]2COCC2)N2CCNCC2)=O